ClC=1C=C(C=CC1)C#C\C=C/1\C(CN(CC1)C(=O)C=1N=NN(C1C)C)(C)C {(4E)-4-[3-(3-chlorophenyl)prop-2-yn-1-ylidene]-3,3-dimethylpiperidin-1-yl}(1,5-dimethyl-1H-1,2,3-triazol-4-yl)methanone